C(=O)C1=CC=NC=C1C1=CC(=CC(=C1)C=1C(=CC=NC1)C=O)C=1C(=CC=NC1)C=O 1,3,5-tri(4-formylpyridine-5-yl)benzene